C(C)P(O)(=O)C1=CC=C(C=C1)C ethyl(4-methylphenyl)phosphinic acid